1-(5-((4-(3-fluoro-2-hydroxypyridin-4-yl)piperazin-1-yl)methyl)-1-oxoisoindolin-2-yl)dihydropyrimidine-2,4(1H,3H)-dione FC=1C(=NC=CC1N1CCN(CC1)CC=1C=C2CN(C(C2=CC1)=O)N1C(NC(CC1)=O)=O)O